CCCCCCCCCC(=O)OCC=C allyl n-caprate